1-isobutyl-4-(4,4,5,5-tetramethyl-1,3,2-dioxaborolan-2-yl)-1H-pyrazole C(C(C)C)N1N=CC(=C1)B1OC(C(O1)(C)C)(C)C